N1(CCC1)CC1(CC1)NC(C(C(C)C)N1C=CC=2C1=NC(=CC2)Cl)=O N-(1-(azetidin-1-ylmethyl)cyclopropyl)-2-(6-chloro-1H-pyrrolo[2,3-b]pyridin-1-yl)-3-methylbutanamide